2-O-acetyl-3-O-benzyl-6-O-triisopropylsilyl-α-D-mannopyranosyl fluoride C(C)(=O)O[C@@H]1[C@H](O[C@@H]([C@H]([C@@H]1OCC1=CC=CC=C1)O)CO[Si](C(C)C)(C(C)C)C(C)C)F